C(C=C)(=O)N1C[C@@H](N(C[C@H]1C)C1=NC(N2C3=C(C(=C(C=C13)Cl)C1=C(C=C(C=C1)F)F)OC[C@@H]2COC2CCN(CC2)C)=O)C (3S)-7-((2S,5R)-4-acryloyl-2,5-dimethyl-piperazin-1-yl)-9-chloro-10-(2,4-di-fluorophenyl)-3-(((1-methylpiperidin-4-yl)-oxy)methyl)-2H-[1,4]-oxazino[2,3,4-ij]-quinazolin-5(3H)-one